CN(C)CC1N(C2=C(OC1)C(=NC(=N2)C2=CN=C(S2)C)N[C@@H]2CCC=1NC3=CC=CC=C3C1C2)C(=O)OC(C)(C)C tert-butyl 7-[(dimethylamino)methyl]-2-(2-methylthiazol-5-yl)-4-[[(3R)-2,3,4,9-tetrahydro-1H-carbazol-3-yl]amino]-6,7-dihydropyrimido[5,4-b][1,4]oxazine-8-carboxylate